2-(2-(3'-(3-(2-oxa-7-azaspiro[3.5]non-7-yl)propoxy)-2,2'-dimethyl-[1,1'-biphenyl]-3-yl)-6,7-dihydrothiazolo[5,4-c]pyridin-5(4H)-yl)ethanol C1OCC12CCN(CC2)CCCOC=2C(=C(C=CC2)C2=C(C(=CC=C2)C=2SC=1CN(CCC1N2)CCO)C)C